COC=1C=CC2=C(CN(CCS2)CC2=CC=C(C(=O)O)C=C2)C1 4-[(7-methoxy-2,3-dihydro-1,4-benzothiazepin-4(5H)yl)methyl]benzoic acid